3-azabicyclo[4.1.0]heptan-1-ol hydrochloride Cl.C12(CNCCC2C1)O